FC1=CC=C(C=C1)C#CC=1C=C(C=CC1[N+](=O)[O-])NC(OC1=CC=CC=C1)=O phenyl (3-((4-fluorophenyl)ethynyl)-4-nitrophenyl)carbamate